[Si](C)(C)(C(C)(C)C)OCC1=CC2=NC=CC(=C2S1)C=1C=C(C=C2CCCN(C12)C1CC(N(C1)C(=O)OC(C)(C)C)(C(=O)OC)C)Cl 1-tert-butyl 2-methyl 4-(8-(2-(((tert-butyldimethylsilyl)oxy)methyl)thieno[3,2-b]pyridin-7-yl)-6-chloro-3,4-dihydroquinolin-1(2H)-yl)-2-methylpyrrolidine-1,2-dicarboxylate